C1(CC1)C(CCC(CC)C)(O)C1CC1 1,1-Dicyclopropyl-4-methyl-hexan-1-ol